ClC=1C=C2C3=C(NC2=CC1)[C@@H](NCC3)CC(C(=O)OCC)C(=O)OCC diethyl 2-[[(1S)-6-chloro-2,3,4,9-tetrahydro-1H-pyrido[3,4-b]indol-1-yl]methyl]propanedioate